2-((S)-4-(7-(8-methylnaphthalen-1-yl)-2-(((S)-1-methyl-pyrrolidin-2-yl)methoxy)-5,6,7,8-tetrahydropyrido[3,4-d]pyrimidin-4-yl)piperazin-2-yl)acetonitrile CC=1C=CC=C2C=CC=C(C12)N1CC=2N=C(N=C(C2CC1)N1C[C@@H](NCC1)CC#N)OC[C@H]1N(CCC1)C